methyl (4-(5-methyl-1,2,4-oxadiazol-3-yl)benzyl)carbamate CC1=NC(=NO1)C1=CC=C(CNC(OC)=O)C=C1